(R)-2-((R)-8-(benzyloxy)-4-methyl-4,5-dihydroisoxazolo[5,4-c]pyrazolo[1,5-a]pyridine-3-yl)-1,1,1-trifluoropropan-2-ol C(C1=CC=CC=C1)OC1=NN2C(C3=C([C@H](C2)C)C(=NO3)[C@@](C(F)(F)F)(C)O)=C1